tetrazolon chloride [Cl-].N1=NN=NC1=O